NCCCC(C(=O)O)C1=CC=C(C=C1)Br (3-aminopropyl)-p-bromophenylacetic acid